4-(bromoacetyl)-3-fluorobenzonitrile BrCC(=O)C1=C(C=C(C#N)C=C1)F